ClC1=CC=C(C=C1)C1=CC2=C(NCN(C2=O)C(CO)C)C(=N1)C=1C=NC=CC1 6-(4-Chlorophenyl)-3-(1-hydroxy-prop-2-yl)-8-(pyridin-3-yl)-2,3-dihydropyrido[3,4-d]pyrimidin-4(1H)-one